C(C)(=O)O[C@](C(=O)NC=1C=NC(=C(C1)C(F)(F)F)C#N)(COC1=CC(=C(C=C1)C#N)F)C (S)-3-(4-cyano-3-fluorophenoxy)-1-((6-cyano-5-(trifluoromethyl)pyridin-3-yl)amino)-2-methyl-1-oxopropan-2-yl acetate